C(C)OC(C(=CC(F)(F)F)Cl)=O 2-chloro-3-trifluoromethyl-acrylic acid ethyl ester